C1(=CC=CC=C1)CCCC=1N=C2C=CC=CC2=C2C=CC=CC12 6-(3-phenylpropyl)phenanthridine